5-fluoro-N-(1-(3-fluorophenyl)cyclopropyl)-2-methoxy-N-methylnicotinamide FC=1C=NC(=C(C(=O)N(C)C2(CC2)C2=CC(=CC=C2)F)C1)OC